tert-butyl ((exo-3-(1-(4-bromophenyl)-4-methylpentan-2-yl)-3-azabicyclo[3.1.0]hexan-6-yl)methyl)carbamate BrC1=CC=C(C=C1)CC(CC(C)C)N1CC2C(C2C1)CNC(OC(C)(C)C)=O